CC1=CC=C(C=C1)S(=O)(=O)OCC(CCOCC1=CC=C(C=C1)OC)OS(=O)(=O)C1=CC=C(C=C1)C 4-[(4-methoxyphenyl)methoxy]butane-1,2-diyl bis(4-methylbenzene-1-sulfonate)